N12NNCC=C2CCCC1 Triazabicyclo[4.4.0]deca-5-ene